COC(=O)C1CC(OCC1)C1=NC(=NC(=C1F)NC1=NNC(=C1)C)N(C)C1C2CC3CC(CC1C3)(C2)O (5-fluoro-2-((5-hydroxyadamantan-2-yl)(methyl)amino)-6-((5-methyl-1H-pyrazol-3-yl)amino)pyrimidin-4-yl)tetrahydro-2H-pyran-4-carboxylic acid methyl ester